FC1=C(N=CC2=C1N=C(N=C2NC2CS(C2)(=O)=O)OCC21CCCN1CCC2)C2=CC=CC1=CC=CC(=C21)F 3-((8-fluoro-7-(8-fluoronaphthalen-1-yl)-2-((hexahydro-1H-pyrrolizin-7a-yl)methoxy)pyrido[4,3-d]pyrimidin-4-yl)amino)thietane 1,1-dioxide